2-({[7-(4-aminopyrimidin-2-yl)-2-methoxynaphthalen-1-yl]amino}methyl)prop-2-enenitrile NC1=NC(=NC=C1)C1=CC=C2C=CC(=C(C2=C1)NCC(C#N)=C)OC